N'-((2,3-dicyclopropyl-6,7-dihydro-5H-cyclopenta[b]pyridin-4-yl)carbamoyl)-1-ethyl-4-fluoro-1H-pyrazole-3-sulfonimidamide C1(CC1)C1=C(C(=C2C(=N1)CCC2)NC(=O)N=S(=O)(N)C2=NN(C=C2F)CC)C2CC2